C(C)OC=1C=C(C(=O)N2[C@H](CCC2)C(=O)O)C=CC1C=1NC(C2=C(N1)NN=N2)=O (3-ethoxy-4-(7-oxo-6,7-dihydro-3H-[1,2,3]triazolo[4,5-d]pyrimidin-5-yl)benzoyl)-D-proline